5-amino-2-[(3,3-difluorocyclopentyl)methyl]-8-(2,6-dimethyl-4-pyridinyl)-7-phenyl-[1,2,4]triazolo[4,3-c]pyrimidin-3-one NC1=NC(=C(C=2N1C(N(N2)CC2CC(CC2)(F)F)=O)C2=CC(=NC(=C2)C)C)C2=CC=CC=C2